C(CC1=CC=CC=C1)N1C2=CC=CC=C2C=2C=C(C=CC12)C(=O)NC1=CC=C(C=C1)S(=O)(=O)CC 9-phenethyl-N-(4-(ethylsulfonyl)phenyl)-9H-carbazole-3-amide